C1(CCCCC1)CCNCC(=O)N[C@@H](COC1=C(C(=O)N[C@@H](CC(=O)OCC=C)C(=O)OCC2=CC=CC=C2)C=C(C(=C1)OC)OC)CC1=CC=CC=C1 4-allyl 1-benzyl (2-((R)-2-(2-((2-cyclohexylethyl)amino)acetamido)-3-phenylpropoxy)-4,5-dimethoxybenzoyl)-L-aspartate